4-(5-bromo[1,2,4]triazolo[1,5-a]pyridine-2-carbonyl)-10,10-dimethyl-9-oxo-1-oxa-4-azaspiro[5.5]undec-7-ene-8-carbonitrile BrC1=CC=CC=2N1N=C(N2)C(=O)N2CCOC1(C2)C=C(C(C(C1)(C)C)=O)C#N